C(C)(=O)C=1C=C(C=CC1)C=1C(=CC=CC1)CC(=O)O 3'-ACETYL-BIPHENYL-2-ACETIC ACID